[C@H]1(CCC2=CC=CC=C12)N1N=CC(=C1)NC(=O)C1=NOC(=C1)C=1OC=CC1 (R)-N-(1-(2,3-dihydro-1H-inden-1-yl)-1H-pyrazol-4-yl)-5-(furan-2-yl)isoxazole-3-carboxamide